[2-(3,3-difluoroazetidin-1-yl)-4-methylpyridin-3-yl]methanol FC1(CN(C1)C1=NC=CC(=C1CO)C)F